Cl.C1(=CC=CC=C1)C1=C(NC=2C1=NC=CC2)C2=C(C=NC=C2)OC[C@H]2NCCC2 3-phenyl-2-(3-{[(2S)-pyrrolidin-2-yl]methoxy}pyridin-4-yl)-1H-pyrrolo[3,2-b]pyridine hydrogen chloride